[C].C12=CC=C(N1)C=C1C=CC(=N1)C=C1C=CC(N1)=CC=1C=CC(N1)=C2.[Ni] nickel porphyrin carbon